N-(2-(1,4-dioxaspiro[4.5]dec-7-en-8-yl)benzyl)-2-(9-(pyridin-2-yl)-6-oxaspiro[4.5]dec-9-yl)ethylamine O1CCOC12CC=C(CC2)C2=C(CNCCC1(CCOC3(CCCC3)C1)C1=NC=CC=C1)C=CC=C2